C(CCN)CC(C1[C@H]([C@H]([C@@H](C(O1)CO)O)O)O)(C(=O)O)N ε-deoxyfructosyllysine